COC1=CC=C(CN2N=CC=3C2=NC(=C(C3)S(=O)(=O)C)NC3=C(N=NC=C3)C(=O)NC([2H])([2H])[2H])C=C1 4-((1-(4-methoxybenzyl)-5-(methylsulfonyl)-1H-pyrazolo[3,4-b]pyridin-6-yl)amino)-N-(methyl-d3)pyridazine-3-carboxamide